NC=1C=2N(C3=CC(=CC=C3N1)C(=O)N([C@@H]1COC3=C1C=CC(=C3)C(F)(F)F)C([2H])([2H])[2H])C=NC2 (S)-4-amino-N-(methyl-d3)-N-(6-(trifluorometh-yl)-2,3-dihydrobenzo-furan-3-yl)imidazo[1,5-a]quinoxaline-8-carboxamide